CC1=CC(=NN1)NC1=NC(=C2C(=N1)NN=C2)NC2CC1CCC(C2)N1CCC#N 3-((3-exo)-3-((6-((5-methyl-1H-pyrazol-3-yl)amino)-1H-pyrazolo[3,4-d]pyrimidin-4-yl)amino)-8-azabicyclo[3.2.1]octan-8-yl)propionitrile